C1(CCC1)C1=CC(=NN1)NC1=NC(=NC=C1)N1C2CCC(C1)(C2)CO (2-(4-((5-cyclobutyl-1H-pyrazol-3-yl)amino)pyrimidin-2-yl)-2-azabicyclo[2.2.1]heptan-4-yl)methanol